C1(CCCC1)N1C(CN(C=2C(N[C@](NC12)(N)NC=1C=C2CCCN(C2=CC1OC)C(CN1CCCC1)=O)=O)C)CC (R)-8-cyclopentyl-7-ethyl-2-{{7-methoxy-1-[2-(pyrrolidin-1-yl)acetyl]-1,2,3,4-tetrahydroquinolin-6-yl}amino}-5-methyl-7,8-dihydropterin